C1(CC1)C1=C(C(=NC=N1)OC)N1N=C(C2=C1CN(CC2)C2=C(C=C(C=C2)C2=NC(=CN2C)C(F)(F)F)F)C 1-(6-cyclopropyl-4-methoxypyrimidin-5-yl)-6-{2-fluoro-4-[3-methyl-5-(trifluoromethyl)imidazol-2-yl]phenyl}-3-methyl-4,5,6,7-tetrahydropyrazolo[3,4-c]pyridine